(3R,4S)-1-(6-(1-((1r,3R)-3-cyano-3-fluorocyclobutyl)-1H-pyrazol-4-yl)-3-fluoropyrazolo[1,5-a]pyrazin-4-yl)-3-cyclopropyl-4-methyl-2-oxopyrrolidine-3-carbonitrile C(#N)C1(CC(C1)N1N=CC(=C1)C=1N=C(C=2N(C1)N=CC2F)N2C([C@]([C@@H](C2)C)(C#N)C2CC2)=O)F